C(#N)C1=CC=C(C=C1)C=1C=C(NC1C1=CC=C(C=C1)C)C(=O)[O-] 4-(4-cyanophenyl)-5-(p-tolyl)-1H-pyrrole-2-carboxylate